NC1=CC(N(C2=CC(=CC=C12)OC(F)F)C1=C2C=CN=C(C2=CC=C1)Cl)=O 4-amino-1-(1-chloroisoquinolin-5-yl)-7-(difluoromethoxy)-2-oxo-1,2-dihydroquinoline